C[Si](CCOCN1C=C(C=2C1=NC=CC2)C=O)(C)C 1-((2-(trimethylsilyl)ethoxy)methyl)-1H-pyrrolo[2,3-b]pyridine-3-carbaldehyde